C(C)C1(CC1)C1=C(C=C2C=NC(=NN21)N[C@H]2[C@@H](COCC2)O)F (3S,4R)-4-((7-(1-ethylcyclopropyl)-6-fluoropyrrolo[2,1-f][1,2,4]triazin-2-yl)amino)tetrahydro-2H-pyran-3-ol